5-carbamoyl-octahydropentalene-2-carboxylic acid C(N)(=O)C1CC2CC(CC2C1)C(=O)O